CC=1C(=C(C=CC1C=1C2=C(C(=C(C1C)C)O)C1C(COCC3C2O3)O1)O)C tetramethyl-4,4'-biphenoldiglycidyl ether